[7-[5-fluoro-6-(morpholine-4-carbonyl)-3-pyridyl]pyrazolo[1,5-a]pyridin-3-yl]-(1-piperidyl)methanone FC=1C=C(C=NC1C(=O)N1CCOCC1)C1=CC=CC=2N1N=CC2C(=O)N2CCCCC2